O[C@H](C)C1=NC=2C(=C3C(=NC2)NC=C3)N1[C@@H]1CN(CC1)C(C(=O)NCC(F)(F)F)C 2-((S)-3-(2-((R)-1-Hydroxyethyl)imidazo[4,5-d]pyrrolo[2,3-b]pyridin-1(6H)-yl)pyrrolidin-1-yl)-N-(2,2,2-trifluoroethyl)propanamide